ClC1=C(C(=C(C=C1)N1CCC2(CN(C2)C2=CC(=C(C(=O)O)C=C2F)OC)CC1)F)F 4-[7-(4-chloro-2,3-difluoro-phenyl)-2,7-diazaspiro[3.5]nonan-2-yl]-5-fluoro-2-methoxy-benzoic acid